N-(4-Bromopyridin-2-yl)cyclopropanecarboxamide trans-tert-butyl-6-cyano-7-nitro-4,4a,10,10a-tetrahydro-1H-benzo[b]pyrido[3,4-e][1,4]oxazine-2(3H)-carboxylate C(C)(C)(C)OC(=O)N1C[C@H]2NC3=C(O[C@@H]2CC1)C(=C(C=C3)[N+](=O)[O-])C#N.BrC3=CC(=NC=C3)NC(=O)C3CC3